C1=CCCCC1.[Na] sodium cyclohexene